ClC1=NC=C2C=CC(=NC2=C1)C(C1CCN(CC1)C(=O)OC(C)(C)C)OC Tert-butyl 4-[(7-chloro-1,6-naphthyridin-2-yl) (methoxy)methyl]piperidine-1-carboxylate